1-(((5s,7s)-3-(5-(2-methoxypropan-2-yl)pyrazin-2-yl)-7-methyl-2-oxo-1-oxa-3-azaspiro[4.5]decan-7-yl)methyl)-1H-benzo[d]imidazole-6-carbonitrile COC(C)(C)C=1N=CC(=NC1)N1C(O[C@]2(C1)C[C@@](CCC2)(C)CN2C=NC1=C2C=C(C=C1)C#N)=O